9-benzyl-8-(2-chloro-4-(piperidin-4-yloxy)phenyl)-6-(1-methyl-cyclopropoxy)-9H-purine C(C1=CC=CC=C1)N1C2=NC=NC(=C2N=C1C1=C(C=C(C=C1)OC1CCNCC1)Cl)OC1(CC1)C